O=[Ti] Oxotitanium